[N+](=[N-])=CC(CC[C@@H](C(=O)N)NC([C@H](CC(C)C)NC(CN(C)C)=O)=O)=O (S)-6-diazo-2-((S)-2-(2-(dimethylamino)acetamido)-4-methylpentanamido)-5-oxohexanamide